FC1(NC(CNC1)(F)F)F 2,2,6,6-tetrafluoropiperazine